2,4-Difluoroaniline Aluminum Chloride [Al](Cl)(Cl)Cl.FC1=C(N)C=CC(=C1)F